COCCNC=1C=C(OC(C(=O)OC)(C)C)C=CC1[N+](=O)[O-] methyl 2-[3-(2-methoxyethylamino)-4-nitro-phenoxy]-2-methyl-propionate